CC1=C(C=NC=2OCCNC21)C2=NC(=CC=1CNCCC21)NC2=CC(=NC=C2)N2CCOCC2 (8-methyl-2,3-dihydro-1H-pyrido[2,3-b][1,4]oxazin-7-yl)-N-(2-morpholinopyridin-4-yl)-5,6,7,8-tetrahydro-2,6-naphthyridin-3-amine